CN1C=C(C2=C(C=CC=C12)B1OC(C(O1)(C)C)(C)C)CC#N 2-(1-methyl-4-(4,4,5,5-tetramethyl-1,3,2-dioxaborolan-2-yl)-1H-indol-3-yl)acetonitrile